5-(2-cyclopentyl-2-butoxycarbonylmethyloxycarbonyl)-7-oxo-bicyclo[2.2.1]Hept-2-ene C1(CCCC1)C(C)(CC)OC(=O)COC(=O)C1C2C=CC(C1)C2=O